COC(CC(C)N1C=CC2=CC=C(C=C12)Br)=O 3-(6-bromo-1H-indol-1-yl)butyric acid methyl ester